C(C1=CC=CC=C1)OP(=O)(OCC1=CC=CC=C1)N1C(=C(C2=CC(=CC=C12)C1CCN(CC1)C(=O)OC(C)(C)C)C(C)C)C=1C(=C(C=2N(C1)N=CN2)C)C tert-Butyl 4-(1-(bis(benzyloxy)phosphoryl)-2-(7,8-dimethyl-[1,2,4]triazolo[1,5-a]pyridin-6-yl)-3-isopropyl-1H-indol-5-yl)piperidine-1-carboxylate